F[C@H]1C[C@@H](N(C1)C(C1=CC(=CC=C1)S(=O)(=O)C)=O)C(=O)N[C@H](C1COC1)C1=C(C=C(C=C1)C(F)(F)F)F (4S)-4-fluoro-N-((R)-(2-fluoro-4-(trifluoromethyl)phenyl)(3-oxetanyl)methyl)-1-(3-(methylsulfonyl)benzoyl)-D-prolinamide